CC1(CCN2CCC1CC2)NC(=O)N2CCN(CC2)C2=CC=CC=C2 N-(4-methyl-1-azabicyclo[3.2.2]non-4-yl)-4-phenylpiperazine-1-carboxamide